FC(C1=NC2=CC(=CC(=C2N=C1)B(O)O)C)(OC)F (2-(difluoro(methoxy)methyl)-7-methylquinoxalin-5-yl)boronic acid